ClC=1C=C(C=2N(C1)C(=CN2)S(=O)(=O)N)Cl 6,8-dichloroimidazo[1,2-a]pyridine-3-sulfonamide